tri(dimethylamino)cyclopentadiene hafnium [Hf].CN(C)C=1C(=C(CC1)N(C)C)N(C)C